C(N)(OS(=O)(=O)C=1SC(=C(C1C1=CC=C(C=C1)CN1C(=NC=C1)C(F)(F)F)F)CC(C)C)=O ((4-fluoro-5-isobutyl-3-(4-((2-(trifluoromethyl)-1H-imidazol-1-yl) methyl) phenyl) thiophen-2-yl) sulfonyl) carbamate